2-Methyl-3-[(4R)-2-oxooxazolidin-4-yl]propanoic acid CC(C(=O)O)C[C@H]1NC(OC1)=O